17β-hydroxy-17-methylandrosta-1,4-dien-3-one O[C@@]1([C@]2(C)[C@@H](CC1)[C@@H]1CCC3=CC(C=C[C@]3(C)[C@H]1CC2)=O)C